3-(5-(1H-pyrazol-4-yl)pyridin-2-yl)-1-(3-methoxybenzyl)-1,3,8-triazaspiro[4.5]decan-2-one N1N=CC(=C1)C=1C=CC(=NC1)N1C(N(C2(C1)CCNCC2)CC2=CC(=CC=C2)OC)=O